3-(4-Methyl isopropoxyphenyl)-3-oxopropionate CC1=CC(=C(C=C1)C(CC(=O)[O-])=O)OC(C)C